2-amino-5-[(3'R)-6,7-dihydrospiro[pyrazolo[5,1-c][1,4]oxazine-4,3'-pyrrolidin]-2-yl]nicotinonitrile hydrochloride salt Cl.NC1=C(C#N)C=C(C=N1)C1=NN2C(=C1)[C@@]1(CNCC1)OCC2